FC1=C(COC2=C(C(N(C(=C2)C)C=2C=C(C(=O)N(C)CCN(C)C)C=CC2)=O)Br)C=CC(=C1)F 3-(4-(2,4-difluorobenzyloxy)-3-bromo-6-methyl-2-oxopyridin-1(2H)-yl)-N-(2-(dimethylamino)ethyl)-N-methylbenzamide